C=1N=C(N2C1COCC2)C(=O)N 6,8-dihydro-5H-imidazo[5,1-c][1,4]oxazine-3-carboxamide